N(C(=O)N)CCC[SiH](OC)OC ureidopropyldimethoxysilane